(R)-6-chloro-3-((1-(2-cyano-7-methyl-3-(1-methyl-1H-pyrazol-4-yl)quinoxalin-5-yl)ethyl)amino)picolinic acid ClC1=CC=C(C(=N1)C(=O)O)N[C@H](C)C1=C2N=C(C(=NC2=CC(=C1)C)C#N)C=1C=NN(C1)C